The molecule is a 2-(4-isopropyl-4-methyl-5-oxo-4,5-dihydro-1H-imidazol-2-yl)nicotinic acid that has R configuration. It is a conjugate acid of a (R)-imazapyr(1-). It is an enantiomer of a (S)-imazapyr. CC(C)[C@@]1(C(=O)NC(=N1)C2=C(C=CC=N2)C(=O)O)C